(R)-5-methyl-2-(4-(piperidin-3-ylamino)phthalazin-1-yl)pyridin-3-ol CC=1C=C(C(=NC1)C1=NN=C(C2=CC=CC=C12)N[C@H]1CNCCC1)O